(R)-N-(5-cyano-4-(3-methoxypyrrolidin-1-yl)pyridin-2-yl)-7-formyl-6-((2-carbonyloxazolidin-3-yl)methyl)-3,4-dihydro-1,8-naphthyridine-1(2H)-carboxamide C(#N)C=1C(=CC(=NC1)NC(=O)N1CCCC2=CC(=C(N=C12)C=O)CN1C(OCC1)=C=O)N1C[C@@H](CC1)OC